N-((4-Fluorophenyl)(2-(trifluoromethyl)benzofuran-3-yl)methylene)acetamide FC1=CC=C(C=C1)C(=NC(C)=O)C1=C(OC2=C1C=CC=C2)C(F)(F)F